C(C1=CC=CC=C1)N1CCC(CC1)N1N=CC(=C1)CNC1=C2C(N(C(C2=CC=C1)=O)C1C(NC(CC1)=O)=O)=O 4-(((1-(1-benzylpiperidin-4-yl)-1H-pyrazol-4-yl)methyl)amino)-2-(2,6-dioxopiperidin-3-yl)isoindoline-1,3-dione